C1(CCCC1)OC1=C(C=CC=C1)CNC(=O)C=1C(=NC=C(C1)C=1C=CC=2N(N1)C=C(N2)NC(C)=O)C N-{[2-(cyclopentyloxy)phenyl]methyl}-5-{2-acetamidoimidazo[1,2-b]pyridazin-6-yl}-2-methylpyridine-3-carboxamide